2-cyclopropyl-3-fluorophenyl triflate O(S(=O)(=O)C(F)(F)F)C1=C(C(=CC=C1)F)C1CC1